((2-(((5S,8S,10aR)-3-acetyl-8-(7-fluoro-1,2,3,4-tetrahydroisoquinoline-2-carbonyl)-6-oxodecahydropyrrolo[1,2-a][1,5]diazocin-5-yl)carbamoyl)-1H-indol-5-yl)difluoromethyl)phosphonic acid C(C)(=O)N1CC[C@@H]2N(C([C@H](C1)NC(=O)C=1NC3=CC=C(C=C3C1)C(F)(F)P(O)(O)=O)=O)[C@@H](CC2)C(=O)N2CC1=CC(=CC=C1CC2)F